C(C)OC(=O)C=1N=C(SC1C=1C=NN(C1C)CC12CC3CC(CC(C1)C3)C2)N2CCC3=C2N=NC(=C3C)NC=3SC2=C(N3)C=CC=C2 {1-[(adamantan-1-yl)methyl]-5-methyl-1H-pyrazol-4-yl}-2-{3-[(1,3-benzothiazol-2-yl)amino]-4-methyl-5H,6H,7H-pyrrolo[2,3-c]pyridazin-7-yl}-1,3-thiazole-4-carboxylic acid ethyl ester